C(CC)(=O)[C@](O)(C[N+](C)(C)C)CC([O-])=O propionylL-carnitine